Cyclopropyl-(2-(5-(1-(3,5-dichloropyridin-4-yl)ethoxy)-1H-indazol-3-yl)-4,6-dihydropyrrolo[3,4-d]imidazol-5(1H)-yl)ketone C1(CC1)C(=O)N1CC=2NC(=NC2C1)C1=NNC2=CC=C(C=C12)OC(C)C1=C(C=NC=C1Cl)Cl